(4-{[(1S,4S,5R,8S,9R,12R,13R)-1,5,9-trimethyl-11,14,15,16-tetraoxatetracyclo[10.3.1.04,13.08,13]hexadecan-10-yl]amino}butyl)trimethylammonium C[C@@]12CC[C@H]3[C@@H](CC[C@H]4[C@H](C(O[C@@H]([C@@]34OO1)O2)NCCCC[N+](C)(C)C)C)C